C(C)OC1=CN=CC(=N1)C=1C=CC(=NC1)NC(=O)C1(CCOCC1)C1=NC(=NC=C1)NS(=O)(=O)C N-(5-(6-ethoxypyrazin-2-yl)pyridin-2-yl)-4-(2-(methylsulfonylamino)pyrimidin-4-yl)tetrahydro-2H-pyran-4-carboxamide